1-(4-(2-(2,6-dimethylpyridin-4-yl)-3-isopropyl-1H-indol-5-yl)piperidin-1-yl)-2-((4-methyltetrahydro-2H-pyran-4-yl)amino)ethan-1-one tris(2,2,2-trifluoroethyl)phosphate FC(COP(=O)(OCC(F)(F)F)OCC(F)(F)F)(F)F.CC1=NC(=CC(=C1)C=1NC2=CC=C(C=C2C1C(C)C)C1CCN(CC1)C(CNC1(CCOCC1)C)=O)C